2,4-dinitrofluorobenzeneacetonitrile [N+](=O)([O-])C1=C(C=CC(=C1F)[N+](=O)[O-])CC#N